7-((4-(2-methyl-6-(methylcarbamoyl)pyridin-3-yl)piperazin-1-yl)methyl)-[1,2,4]triazolo[4,3-a]quinoxalin-4(5H)-one CC1=NC(=CC=C1N1CCN(CC1)CC=1C=C2NC(C=3N(C2=CC1)C=NN3)=O)C(NC)=O